N-(5-cyano-2-(4-(3-fluoro-2-methoxybenzyl)piperazin-1-yl)pyridin-3-yl)-3-methoxy-1-methyl-1H-pyrazole-4-carboxamide C(#N)C=1C=C(C(=NC1)N1CCN(CC1)CC1=C(C(=CC=C1)F)OC)NC(=O)C=1C(=NN(C1)C)OC